COC1=NC(=CC=C1[C@H]1[C@H](O[C@]([C@H]1C)(C(F)(F)F)C)C(=O)OCC)C(F)(F)F |r| ethyl rac-(2S,3S,4S,5R)-3-(2-methoxy-6-(trifluoromethyl)pyridin-3-yl)-4,5-dimethyl-5-(trifluoromethyl)tetrahydrofuran-2-carboxylate